BrC1=CC=2NC(N(C(C2S1)=O)C1=CN=CC2=CC=C(C=C12)N1CCOCC1)=O 6-bromo-3-(6-morpholinoisoquinolin-4-yl)thieno[3,2-d]pyrimidine-2,4(1H,3H)-dione